(hexahydropyrrolo[3,4-c]pyrrol-2(1H)-yl)(4-methoxyphenyl)methanone dihydrochloride Cl.Cl.C1N(CC2C1CNC2)C(=O)C2=CC=C(C=C2)OC